(Tert-Butoxycarbonyl)-D-alanine C(C)(C)(C)OC(=O)N[C@H](C)C(=O)O